C1(CC1)C1=NC=NC(=C1C1=NC=C2C(=N1)N(N=C2)[C@@H](C)C2=CC=C(C=C2)C=2N(C=C(N2)C(F)(F)F)CC)OC (S)-6-(4-cyclopropyl-6-methoxypyrimidin-5-yl)-1-(1-(4-(1-ethyl-4-(trifluoromethyl)-1H-imidazol-2-yl)phenyl)ethyl)-1H-pyrazolo[3,4-d]pyrimidine